4-(4-((tert-butyldimethylsilyl)oxy)-3,3-difluorobutyl)-2-isopropylpyridin-3-yl-7-chloro-6-fluoropyrido[2,3-d]pyrimidine-2,4(1H,3H)-dione [Si](C)(C)(C(C)(C)C)OCC(CCC1=C(C(=NC=C1)C(C)C)N1C(NC(C2=C1N=C(C(=C2)F)Cl)=O)=O)(F)F